BrC1=CC(=CC=2N(C(N(C21)C)=O)C2C(NC(CC2)=O)=O)Cl 3-(4-bromo-6-chloro-3-methyl-2-oxo-benzimidazol-1-yl)piperidine-2,6-dione